tributyl borate B(OCCCC)(OCCCC)OCCCC